FC1=C(CN2N=C(N=C2NC2=CC=CC=C2)N)C(=CC=C1)F 1-(2,6-difluorobenzyl)-N5-phenyl-1H-1,2,4-triazole-3,5-diamine